NC1=NN2C(C=C(C=C2)C=2C=C(C(=NC2)OCC)C(=O)NC=2C=NN(C2)CC2=CC=CC=C2)=N1 5-{2-amino-[1,2,4]triazolo[1,5-a]pyridin-7-yl}-N-(1-benzyl-1H-pyrazol-4-yl)-2-ethoxypyridine-3-carboxamide